OC1=CC=C(C=C1)N1C(=CC=C1)C=O 1-(4-Hydroxyphenyl)-1H-pyrrole-2-carbaldehyde